C=C\C=C/CCCCCCCCC(CCCCC)O cis-13-octadecadienol